3-((5-(3-fluorophenyl)pyrimidin-2-yl)amino)-N-(4-((4-methylpiperazin-1-yl)methyl)phenyl)benzamide FC=1C=C(C=CC1)C=1C=NC(=NC1)NC=1C=C(C(=O)NC2=CC=C(C=C2)CN2CCN(CC2)C)C=CC1